FCC=1C=C(C#N)C=CC1 3-(fluoromethyl)benzonitrile